diethyl (2-(2-cyano-4-(3-fluoro-2-(1-methyl-3-(trifluoromethyl)-1H-pyrazol-4-yl)phenyl)-3-methyl-4,7-dihydrothieno[2,3-c]pyridin-6(5H)-yl)-2-oxoethyl)phosphonate C(#N)C1=C(C2=C(CN(CC2C2=C(C(=CC=C2)F)C=2C(=NN(C2)C)C(F)(F)F)C(CP(OCC)(OCC)=O)=O)S1)C